rac-ethyl (1R,2R)-2-(2',5,6'-trifluoro[1,1'-biphenyl]-2-yl)cyclopropane-1-carboxylate FC1=C(C(=CC=C1)F)C1=C(C=CC(=C1)F)[C@H]1[C@@H](C1)C(=O)OCC |r|